1-[(5-chloro-1H-imidazol-1-yl)methyl]-4-(3,4,5-trifluorophenyl)pyrrolidin-2-one ClC1=CN=CN1CN1C(CC(C1)C1=CC(=C(C(=C1)F)F)F)=O